2-(tert-butyl)-6-phenylphenoxytitanium C(C)(C)(C)C1=C(O[Ti])C(=CC=C1)C1=CC=CC=C1